C1(CC1)C=1C=C(C=2N(C1)C=C(N2)CNC2=CC(=NC=N2)NC(=O)[C@@H]2[C@H](C2)C2=NC=CC(=N2)C)N2C(N(C(C2)=O)CC)=O (1S,2s)-N-(6-(((6-cyclopropyl-8-(3-ethyl-2,4-dioxoimidazolidin-1-yl)imidazo[1,2-a]pyridin-2-yl)methyl)amino)pyrimidin-4-yl)-2-(4-methylpyrimidin-2-yl)cyclopropane-1-carboxamide